ClC=1C(=C(C=CC1OCC1(CC1)F)NC=1C2=C(N=CN1)C=CC(=N2)N2[C@@H]1CN([C@H](C2)C1)C(C=C)=O)F 1-((1S,4S)-5-(4-((3-chloro-2-fluoro-4-((1-fluorocyclopropyl)methoxy)phenyl)amino)pyrido[3,2-d]pyrimidin-6-yl)-2,5-diazabicyclo[2.2.1]heptan-2-yl)prop-2-en-1-one